[Cl-].C(C1=CC=CC=C1)[P+](C1=CC=CC=C1)(C1=CC=CC=C1)N(CC)CC Benzyl-(diethylamino)diphenyl-phosphonium chloride